4-hydroxy-3-methoxyphenylacetic acid OC1=C(C=C(C=C1)CC(=O)O)OC